2-fluoro-N4-(7-{8-methyl-1H,2H,3H-pyrido[2,3-b][1,4]oxazin-7-yl}-5H,6H,7H,8H-pyrido[3,4-d]pyrimidin-2-yl)-N1-[2-(morpholin-4-yl)ethyl]benzene-1,4-diamine FC1=C(C=CC(=C1)NC=1N=CC2=C(N1)CN(CC2)C2=C(C1=C(OCCN1)N=C2)C)NCCN2CCOCC2